O=C1N(CCC(N1)=O)C1=NN(C2=CC(=CC=C12)C1CCN(CC1)C(CCC(=O)O)=O)C 4-(4-(3-(2,4-dioxotetrahydropyrimidin-1(2H)-yl)-1-methyl-1H-indazol-6-yl)piperidin-1-yl)-4-oxobutanoic acid